4-(furan-2-yl)-6-(5-methoxy-1H-benzo[d][1,2,3]triazol-1-yl)pyrimidin-2-amine O1C(=CC=C1)C1=NC(=NC(=C1)N1N=NC2=C1C=CC(=C2)OC)N